IC1=CNC2=NC=C(N=C21)C2=CC=C1CCN(CC1=C2)C 7-(7-Iodo-5H-pyrrolo[2,3-b]pyrazin-2-yl)-2-methyl-1,2,3,4-tetrahydroisoquinoline